COC(C1=C(C=C(C=C1C)NC(=O)OC(C)(C)C)F)=O 4-((tert-Butoxycarbonyl)amino)-2-fluoro-6-methylbenzoic acid methyl ester